C(C=C)OCN1CC=CC=C1 1-[(allyloxy)methyl]pyridine